N-(2-Hydroxyethyl)-1-(6-hydroxyhexyl)-1H-pyrazole-4-carboxamide OCCNC(=O)C=1C=NN(C1)CCCCCCO